3-(N-(4-chloro-5-cyano-2-((tetrahydrofuran-3-yl)methoxy)phenyl)sulfamoyl)-4-cyclopropylbenzoic acid ClC1=CC(=C(C=C1C#N)NS(=O)(=O)C=1C=C(C(=O)O)C=CC1C1CC1)OCC1COCC1